C(#N)C(CC(C(=O)O)SC(=S)SCC)C 4-cyano(((ethylthio)carbonothioyl)thio)pentanoic acid